N[C@@H](CC1=CC=CC=C1)C(=O)[O-].[K+] potassium phenylalanine salt